C(C)(C)(C)OC(=O)N1[C@@H](C[C@@H](CC1)C(C)(F)F)C1=CC=CC=C1 |r| rac-(2s,4r)-4-(1,1-difluoroethyl)-2-phenylpiperidine-1-carboxylic acid tert-butyl ester